NCCCCN[C@@H](CCCCN)C(=O)O 4-aminobut-1-yl-(lysine)